(2S)-3-(3-bromo-4-fluoro-5,6-dihydro-2H-pyridin-1-yl)-2-[(tert-butoxycarbonyl)amino]propanoic acid BrC=1CN(CCC1F)C[C@@H](C(=O)O)NC(=O)OC(C)(C)C